N-cyclopropyl-6,7-dimethyl-9-[4-(trifluoromethyl)phenyl]-9H-carbazole-3-carboxamide C1(CC1)NC(=O)C=1C=CC=2N(C3=CC(=C(C=C3C2C1)C)C)C1=CC=C(C=C1)C(F)(F)F